(S)-2-(3-(3-phenylpropyl)-1,2,4-oxadiazol-5-yl)pyrrolidine-1-carboxylic acid methyl ester COC(=O)N1[C@@H](CCC1)C1=NC(=NO1)CCCC1=CC=CC=C1